N#COP(=O)OP(=O)(OC)OP(=O)OC nitrilotrimethyltriphosphonic acid